N-(4-(2-(methylsulfonyl)propan-2-yl)phenyl)acetamide CS(=O)(=O)C(C)(C)C1=CC=C(C=C1)NC(C)=O